(2E)-3-[(4S)-2,2-dimethyl-1,3-dioxolane-4-yl]-2-methyl-acrylic acid ethyl ester C(C)OC(\C(=C\[C@@H]1OC(OC1)(C)C)\C)=O